FC1=C(C=CC(=C1F)OCCCCCCCCCC=C)C1CCC(CC1)CCCCC 2,3-difluoro-1-(4-pentylcyclohexyl)-4-(undec-10-en-1-yloxy)benzene